[N+](=O)([O-])C1=CC=C(CP(OCC)(OCC)=O)C=C1 diethyl 4-nitrobenzylphosphonate